COCCOCCN1C=[N+](C=C1)CCCCS(=O)(=O)[O-] 4-(3-methoxyethoxyethyl-1-imidazolio)-1-butanesulfonate